BrC=1C=C2N3C[C@@H](CCCOC=4N(N=CC4C=4C(N(C=C(C(NC3=NC2=CC1)=O)C4)CC)=O)C)C (11R)-16-bromo-26-ethyl-5,11-dimethyl-7-oxa-4,5,13,20,22,26-hexaazapentacyclo[22.3.1.0^{2,6}.0^{13,21}.0^{14,19}]octacosa-1(28),2(6),3,14,16,18,20,24-octaene-23,27-dione